(R)-9-fluoro-N-hydroxy-1,2,3,5,10,10a-hexahydropyrrolo[1,2-b]isoquinoline-7-carboxamide FC=1C=2C[C@@H]3N(CC2C=C(C1)C(=O)NO)CCC3